3-(dimethylcarbamoyl)-3-methylazetidine-1-carboxylic acid phenylmethyl ester C1(=CC=CC=C1)COC(=O)N1CC(C1)(C)C(N(C)C)=O